N1N=CC(=C1)C1=CC=C(C=C1)N1CCC(CC1)CNC(C1=CC=CC=C1)=O N-((1-(4-(1H-pyrazol-4-yl)phenyl)piperidine-4-yl)methyl)benzamide